(Z)-2-(5-fluoro-2-methyl-1-(4-ethylbenzylidene)-1H-inden-3-yl)acetic acid FC=1C=C2C(=C(/C(/C2=CC1)=C/C1=CC=C(C=C1)CC)C)CC(=O)O